OCC(CCC(=O)O)CO 4,4-dihydroxymethyl-butyric acid